BrC=1C=C(C=CC1)C=1C=C(C=CC1)C1=CC=C(C=C1)S1CC=CC2=CC=C3C(=C12)C=CC=C3 1-(3''-Bromo-[1,1':3',1''-terphenyl]-4-yl)benzo[4,5]thiochromene